Cl.FC(C1=CC=C(C=C1)C=CCC1CCNCC1)(F)F 4-(3-(4-(trifluoromethyl)phenyl)allyl)piperidine hydrochloride